FC1=C(C=C(C=C1)C12CN(CC2C1)C)C 1-(4-fluoro-3-methylphenyl)-3-methyl-3-aza-bicyclo[3.1.0]hexane